FCCN1N=CC(=C1)COC1=C(C=C(C=C1)NC1=C(C=2N=C(C=NC2C=C1)N1CCOCC1)C#N)OC 6-((4-((1-(2-fluoroethyl)-1H-pyrazol-4-yl)methoxy)-3-methoxyphenyl)amino)-3-morpholinoquinoxaline-5-carbonitrile